1-(1,3-benzodioxol-4-yl)-N-(benzofuran-2-ylmethyl)methanamin O1COC2=C1C=CC=C2CNCC=2OC1=C(C2)C=CC=C1